[Sn].N[In] amino-Indium Tin